ClC1=C(C=C(C=C1)OC)N1C(NC=2C=NC=CC21)=O 1-(2-chloro-5-methoxyphenyl)-1H-imidazo[4,5-c]pyridin-2(3H)-one